N1CC(C1)C1=CC=C(C=C1)N1C(=NC2=C1C=C(C=C2)C2=NC=CC=C2)C=2C(=NC=CC2)N 3-[1-[4-(azetidin-3-yl)phenyl]-6-(2-pyridyl)benzimidazol-2-yl]pyridin-2-amine